Cl.FC(OCCCNC(=O)C1NCCCC1)(F)F N-[3-(trifluoromethoxy)propyl]piperidine-2-carboxamide hydrochloride